[S].Cl chlorine hydride sulfur